methyl 3-fluoro-4-methoxy-2-oxo-1,2-dihydroquinoline-7-carboxylate FC=1C(NC2=CC(=CC=C2C1OC)C(=O)OC)=O